NC1=C(C(N=C(N1CC1=CC=C(C=C1)Cl)S)=O)NCC 6-amino-1-(4-chlorobenzyl)-5-(ethylamino)-2-mercaptopyrimidin-4-one